C(=O)C=1C=C2C=3CCCCC3NC2=CC1 6-formyl-2,3,4,9-tetrahydro-1H-carbazole